FC=1C=CC2=C(N=C(S2)C2=NCCC3=C2N=CN3)C1 4-(5-fluorobenzo[d]thiazol-2-yl)-6,7-dihydro-1H-imidazo[4,5-c]pyridin